C(C)N(CC)CCN(CCOC(OC(CCCC(=O)OCC(CCCCCC)CCCC)CCCCCC)=O)CCOC(CCCCCCC)=O 2-butyloctyl 3-ethyl-12-hexyl-6-(2-(octanoyloxy)ethyl)-10-oxo-9,11-dioxa-3,6-diazahexadecane-16-oate